N-(7-(2-chloro-5-fluorophenyl)-2,9-dioxo-1,2,4,7,8,9-hexahydro-[1,3]oxazino[4,5-e]isoindol-6-yl)-3-fluoro-5-(trifluoromethyl)benzamide ClC1=C(C=C(C=C1)F)C1NC(C2=C3C(=CC(=C12)NC(C1=CC(=CC(=C1)C(F)(F)F)F)=O)COC(N3)=O)=O